CC=1C(=NC=C(C1)C)N1CCN(CC1)C(=O)C1=CC=C(C=C1)C1(C(N(C(N1C)=O)CC1=CC=C(C=C1)OC)=O)C(C)C 5-{4-[4-(3,5-dimethylpyridin-2-yl)piperazine-1-carbonyl]phenyl}-5-isopropyl-3-(4-methoxybenzyl)-1-methylimidazolidine-2,4-dione